IC1=NC(=CC(=N1)C1(CC1)[S@](=NC(C(C)(C)C)=O)(=O)C)N1[C@@H](COCC1)C N-((R)-(1-(2-iodo-6-((R)-3-methylmorpholino)pyrimidin-4-yl)cyclopropyl)(methyl)(oxo)-λ6-sulfaneylidene)pivalamide